C(C=C)(=O)N1[C@H](CN(C[C@H]1C)C1=NC(N2C3=C(C(=C(C=C13)C(F)(F)F)C1=CC=C(C=C1)F)SC[C@@H](C2)CN(C)C)=O)C (R)-8-((3S,5R)-4-acryloyl-3,5-dimethylpiperazin-1-yl)-3-((dimethylamino)methyl)-11-(4-fluorophenyl)-10-(trifluoromethyl)-3,4-dihydro-[1,4]thiazepino[2,3,4-ij]quinazolin-6(2H)-one